trans-4-((4-(1-Isopropyl-1H-pyrazol-4-yl)pyridin-2-yl)((trans-4-(5-methoxy-6-methylpyridin-2-yl)cyclohexyl)methyl)carbamoyl)cyclohexyl cyclopropylcarbamate C1(CC1)NC(O[C@@H]1CC[C@H](CC1)C(N(C[C@@H]1CC[C@H](CC1)C1=NC(=C(C=C1)OC)C)C1=NC=CC(=C1)C=1C=NN(C1)C(C)C)=O)=O